2-(difluoromethoxy)-N-(3-(2-(1-(difluoromethyl)cyclopropyl)-5-(2-((2,2-dioxido-2-thiaspiro[3.3]heptan-6-yl)amino)pyrimidin-4-yl)thiazol-4-yl)-2-fluorophenyl)-6-fluorobenzenesulfonamide FC(OC1=C(C(=CC=C1)F)S(=O)(=O)NC1=C(C(=CC=C1)C=1N=C(SC1C1=NC(=NC=C1)NC1CC2(CS(C2)(=O)=O)C1)C1(CC1)C(F)F)F)F